(dibenzoselenophenyl)(terphenylyl)indolocarbazole C1(=CC=CC=2[Se]C3=C(C21)C=CC=C3)C=3C(=C2C(=CC3)N=C3C=CC1=C4C=CC=CC4=NC1=C32)C3=C(C=CC=C3)C=3C(=CC=CC3)C3=CC=CC=C3